2-(4-acetylphenyl)-2H-indazole-7-carboxamide C(C)(=O)C1=CC=C(C=C1)N1N=C2C(=CC=CC2=C1)C(=O)N